ClC1=C(C=C(OCC(=O)NC2CC3(CNC3)C2)C=C1)F 2-(4-chloro-3-fluorophenoxy)-N-(2-azaspiro[3.3]hept-6-yl)acetamide